(S)-1-(5-((3-methyl-4-(oxetan-3-ylmethyl)piperazin-1-yl)methyl)benzo[d]Isoxazol-3-yl)dihydropyrimidine C[C@H]1CN(CCN1CC1COC1)CC=1C=CC2=C(C(=NO2)N2CNCC=C2)C1